C(C)(C)(C)C1C=2C=C(C(NC2C2=C(C1)N1C(=N2)C(=CC=C1)C(F)F)=O)C(=O)O 5-(tert-Butyl)-11-(difluoromethyl)-2-oxo-1,2,5,6-tetrahydropyrido[2',1':2,3]imidazo[4,5-h]quinoline-3-carboxylic acid